1-(4-((4-(4-((1R,2S)-6-hydroxy-2-phenyl-1,2,3,4-tetrahydronaphthalen-1-yl)phenyl)piperazin-1-yl)methyl)pyridin-3-yl)dihydropyrimidine-2,4(1H,3H)-dione OC=1C=C2CC[C@@H]([C@@H](C2=CC1)C1=CC=C(C=C1)N1CCN(CC1)CC1=C(C=NC=C1)N1C(NC(CC1)=O)=O)C1=CC=CC=C1